4-((4-fluorophenyl)ethynyl)benzoic acid FC1=CC=C(C=C1)C#CC1=CC=C(C(=O)O)C=C1